BrC=1C=C2C(=NC1)CCC2=O 3-bromo-6,7-dihydro-5H-cyclopenta[b]pyridin-5-one